CCC=CN(S(=O)(=O)C1=CC=C(C=C1)[N+](=O)[O-])[C@H](C(=O)OC)C (S)-Methyl 2-(N-(but-3-en-4-yl)-4-nitrophenylsulfonamido)propanoate